FC1=CC=C(OC2=C(C=C(C=C2)NC(CC2=CC=CC=C2)=O)S(N)(=O)=O)C=C1 N-[4-(4-fluorophenoxy)-3-sulfamoylphenyl]-2-phenylacetamide